O1C=CC=2C(=NC=CC21)C2=C(C=C(C(=O)N[C@@H]1CC[C@H](CC1)C(C)(C)O)C=C2)O 4-(furo[3,2-c]pyridin-4-yl)-3-hydroxy-N-[trans-4-(2-hydroxypropan-2-yl)cyclohexyl]benzamide